alpha-naphthylmethyl-ammonium tert-butyl-(S)-4-(5-(4-(3,4-dimethylpiperazin-1-yl)-2-fluoro-5-(4-fluoro-2-(trifluoromethyl)benzamido)phenyl)pyridin-2-yl)piperazine-1-carboxylate C(C)(C)(C)OC(=O)N1CCN(CC1)C1=NC=C(C=C1)C1=C(C=C(C(=C1)NC(C1=C(C=C(C=C1)F)C(F)(F)F)=O)N1C[C@@H](N(CC1)C)C)F.C1(=CC=CC2=CC=CC=C12)C[NH3+]